(4-aminoimidazo[1,5-a]pyrido[3,4-e]pyrazin-8-yl)((2S,6R)-7-fluoro-9-(trifluoromethoxy)-3,4-dihydro-2H-2,6-methanobenzo[b][1,5]oxazocin-5(6H)-yl)methanone NC=1C=2N(C3=C(N1)C=NC(=C3)C(=O)N3[C@H]1C4=C(O[C@@H](CC3)C1)C=C(C=C4F)OC(F)(F)F)C=NC2